2-(4-bromo-2-hydroxy-5-methoxy-phenyl)-8-chloro-chromen-4-one BrC1=CC(=C(C=C1OC)C=1OC2=C(C=CC=C2C(C1)=O)Cl)O